2-(benzyloxy)-3-(chloromethyl)4,6-lutidine C(C1=CC=CC=C1)OC1=NC(=CC(=C1CCl)C)C